3-[5-[4-[[1-[4-[(1R,2S)-6-hydroxy-2-phenyl-tetralin-1-yl]phenyl]-4-piperidyl]methyl]piperazin-1-yl]-7-methoxy-1-oxo-isoindolin-2-yl]piperidine-2,6-dione OC=1C=C2CC[C@@H]([C@@H](C2=CC1)C1=CC=C(C=C1)N1CCC(CC1)CN1CCN(CC1)C=1C=C2CN(C(C2=C(C1)OC)=O)C1C(NC(CC1)=O)=O)C1=CC=CC=C1